C/C=C(\\C)/C(=O)O[C@@H](C[C@]1([C@@H](C[C@@H]([C@@]2([C@@H]1[C@@H](CC[C@]23CO3)OC(=O)C)COC(=O)C)OC(=O)C)C)C)C4=CC(=O)OC4 The molecule is a diterpene lactone isolated from the whole plants of Ajuga ciliata. It has a role as a plant metabolite. It is an acetate ester, a butenolide, a diterpene lactone, an enoate ester and a spiro-epoxide.